CC=1NC(C2=C(N1)COCC2)=O 2-methyl-5,8-dihydro-3H-pyrano[3,4-d]pyrimidin-4(6H)-one